ClC=1C=C(C(=C(C1)C1=C2C(=NN1C)C=C(S2)CN2C(C1C(C1C2=O)(C)C)=O)OC2CCN(CC2)C)C 3-((3-(5-chloro-3-methyl-2-(1-methylpiperidin-4-yloxy)phenyl)-2-methyl-2H-thieno[3,2-c]pyrazol-5-yl)methyl)-6,6-dimethyl-3-azabicyclo[3.1.0]hexane-2,4-dione